4-(5-methyl-1-phenyl-pyrazol-3-yl)-1-(2-tetrahydropyran-4-ylethyl)piperidine CC1=CC(=NN1C1=CC=CC=C1)C1CCN(CC1)CCC1CCOCC1